C(C)S(=O)(=O)C=1C=C(C=NC1C1=NC=C2N1C=CN=C2OCC(C(F)(F)F)(F)F)OC(C#N)(C)C 2-[[5-ethylsulfonyl-6-[8-(2,2,3,3,3-pentafluoropropoxy)imidazo[1,5-a]pyrazin-3-yl]-3-pyridyl]oxy]-2-methyl-propanenitrile